(S)-4-(((6-fluoro-8-methyl-4-oxochroman-7-yl)oxy)(4-(methylsulfonyl)phenyl)methyl)benzamide FC=1C=C2C(CCOC2=C(C1O[C@@H](C1=CC=C(C(=O)N)C=C1)C1=CC=C(C=C1)S(=O)(=O)C)C)=O